1-(4-(trans-2,6-Dimethylmorpholino)phenyl)-5,7-difluoro-1H-indazol-6-ol C[C@@H]1O[C@H](CN(C1)C1=CC=C(C=C1)N1N=CC2=CC(=C(C(=C12)F)O)F)C